OC1=C(C=C(C=C1C(C)(C)C)C)C(C)(C)C 1-hydroxy-4-methyl-2,6-di-tert-butylbenzene